ClC=1C=NC=CC1C1=NOC(=C1C1=CC2(C1)CCN(CC2)C=2C=C1C(=CC=NC1=CC2)OC)C2CC2 6-(2-(3-(3-Chloropyridin-4-yl)-5-cyclopropylisoxazol-4-yl)-7-azaspiro[3.5]non-1-en-7-yl)-4-methoxychinolin